N-(((2R,4S)-4-hydroxypyrrolidin-2-yl)methyl)-4-(5-methyl-7H-pyrrolo[2,3-d]pyrimidin-4-yl)-3,4-dihydro-2H-1,4-thiazine-6-carboxamide hydrochloride Cl.O[C@H]1C[C@@H](NC1)CNC(=O)C1=CN(CCS1)C=1C2=C(N=CN1)NC=C2C